2-(4-cyclopropyl-6-methoxypyrimidin-5-yl)-8-(4-(1-methyl-4-(trifluoromethyl)-1H-imidazol-2-yl)benzyl)-[1,2,4]triazolo[1,5-b]pyridazine C1(CC1)C1=NC=NC(=C1C1=NN2N=CC=C(C2=N1)CC1=CC=C(C=C1)C=1N(C=C(N1)C(F)(F)F)C)OC